CN(C1=CC(=C(C=C1)C(C)=O)O)C 1-[4-(dimethylamino)-2-hydroxyphenyl]ethanone